(R)-N-(4-(3-((3-chlorophenethyl)amino)-2-hydroxypropoxy)phenyl)-N-methylmethanesulfonamide ClC=1C=C(CCNC[C@H](COC2=CC=C(C=C2)N(S(=O)(=O)C)C)O)C=CC1